NC1=NN2C(C=C(C=C2)C=2C(=C(C(=CC2)C)NC(=O)N2OCC[C@H]2C2=CC=CC=C2)F)=N1 (S)-N-(3-(2-amino-[1,2,4]triazolo[1,5-a]pyridin-7-yl)-2-fluoro-6-methylphenyl)-3-phenylisoxazolidine-2-carboxamide